C(C)(=O)OCC\C=C/C\C=C/C\C=C/CCCCCCCC (Z,Z,Z)-3,6,9-Octadecatrienyl acetate